4-(N,N-diphenyl-amino)phenylboronic acid pinacol ester C1(=CC=CC=C1)N(C1=CC=CC=C1)C1=CC=C(C=C1)B1OC(C)(C)C(C)(C)O1